2-chloro-4-methyl-pyridine ClC1=NC=CC(=C1)C